C(C1=CC=CC=C1)OC(C1=C(C=C(C(=C1)OCC1=CC=CC=C1)OCC1=CC=CC=C1)[N+](=O)[O-])=O 4,5-bis(benzyloxy)-2-nitrobenzoic acid benzyl ester